BrC1=CC=C(C=C1)C#CC1=NC=CC=C1 2-((4-bromophenyl)ethynyl)pyridine